CC1=C(OC(C(=O)O)(C)C)C(=CC(=C1)C=CC(=O)C1=CC=C(C=C1)SC)C 2-(2,6-dimethyl-4-{3-[4-(methylsulfanyl)phenyl]-3-oxopropen-1-yl}phenoxy)-2-methylpropanoic acid